S-(benzo[d]thiazole-2-yl)-N-pentylthiohydroxylamine S1C(=NC2=C1C=CC=C2)SNCCCCC